1-[2-amino-6-(furan-2-yl)pyrimidin-4-yl]-2-(pyridin-4-yl)-1,3-benzodiazole-5-ol NC1=NC(=CC(=N1)N1C(=NC2=C1C=CC(=C2)O)C2=CC=NC=C2)C=2OC=CC2